CSCCCC(C[C@@H](N)C(=O)[O-])C(=O)[O-] gamma-(3-methylthiopropyl)-D-glutamate